C(C)C1=C(C=O)C(=CC=C1)CC 2,6-DIETHYLBENZALDEHYDE